ClC=1C=C2C(N(C=NC2=CC1)CC(=O)NNC1=CC=C(C=C1)Br)=O 2-(6-chloro-4-oxoquinazolin-3(4H)-yl)-N'-(4-bromophenyl)acethydrazide